4-[5-(aminomethyl)pyrimidin-2-yl]-3-[6-(2-methoxyethylamino)-2-methylpyrimidin-4-yl]oxybenzonitrile NCC=1C=NC(=NC1)C1=C(C=C(C#N)C=C1)OC1=NC(=NC(=C1)NCCOC)C